3-(2-(4-(4-ethoxy-6-[(4-methoxyphenyl)methoxy]pyridin-3-yl)-2-fluorophenyl)acetamido)-5-(trifluoromethyl)benzamide C(C)OC1=C(C=NC(=C1)OCC1=CC=C(C=C1)OC)C1=CC(=C(C=C1)CC(=O)NC=1C=C(C(=O)N)C=C(C1)C(F)(F)F)F